IC1=CC=C(C=C1)C(C)(C)C=1N=C(SC1)N 4-(2-(4-iodophenyl)propan-2-yl)thiazol-2-amine